C(C=C)SSSCC=C 3-prop-2-enylsulfanyldisulfanylprop-1-ene